1-[4-(phenylthio)phenyl]-3-cyclohexenyl-propane-1,2-dione-2-(O-acetyl oxime) C(C)(=O)ON=C(C(=O)C1=CC=C(C=C1)SC1=CC=CC=C1)CC1=CCCCC1